2-[4'-(2-hydroxyethoxy)-5-phenyl-spiro[1,3-dioxane-2,9'-thioxanthen]-3'-yl]oxyethanol manganese (II) bis(2,2,2-trifluoroethyl)phosphate FC(COP(=O)(OCC(F)(F)F)[O-])(F)F.[Mn+2].OCCOC1=C(C=CC=2C3(C4=CC=CC=C4SC12)OCC(CO3)C3=CC=CC=C3)OCCO